iodooctene IC=CCCCCCC